BrC1=CC(=C(C=C1)/C(=N/NC(=O)OCC)/C=1NC=CC1)OC Ethyl (Z)-2-((4-bromo-2-methoxyphenyl)(1H-pyrrol-2-yl)methylene)hydrazine-1-carboxylate